methyl 4-(7-bromo-5-methyl-2-oxo-1,2-dihydroquinazolin-3(4H)-yl)cyclohexanecarboxylate BrC1=CC(=C2CN(C(NC2=C1)=O)C1CCC(CC1)C(=O)OC)C